L-2-mercaptoethanol SCCO